2-[(4-Methoxyphenyl)methyl]-5-[[6-(4-methylpiperazin-1-yl)pyridine-3-carbonyl]amino]-pyrazole-3-carboxylic acid COC1=CC=C(C=C1)CN1N=C(C=C1C(=O)O)NC(=O)C=1C=NC(=CC1)N1CCN(CC1)C